5-(5-((1-(4-(5,7-dimethoxy-4-oxo-3,4-dihydroquinazolin-2-yl)phenyl)piperidin-4-yl)methyl)-2,5-diazabicyclo[2.2.1]heptan-2-yl)-2-(2,6-dioxopiperidin-3-yl)isoindoline-1,3-dione COC1=C2C(NC(=NC2=CC(=C1)OC)C1=CC=C(C=C1)N1CCC(CC1)CN1C2CN(C(C1)C2)C=2C=C1C(N(C(C1=CC2)=O)C2C(NC(CC2)=O)=O)=O)=O